COC1=C(C(=O)NCC(F)(F)F)C=CC(=C1)B1OC(C(O1)(C)C)(C)C 2-methoxy-4-(4,4,5,5-tetramethyl-1,3,2-dioxaborolan-2-yl)-N-(2,2,2-trifluoroethyl)benzamide